ClC1=CC(=C(C=C1)C1=NC(=NC2=C1N=C(N(C2=O)C)C)[C@@H]2C[C@@H](OCC2)C2=CC(=NC=C2)C)F 8-(4-chloro-2-fluorophenyl)-2,3-dimethyl-6-[(2R,4S)-2-(2-methylpyridin-4-yl)oxan-4-yl]-3H,4H-pyrimido[5,4-d][1,3]diazin-4-one